C(#N)C1CC2(C1)C[C@H](N(CC2)CC2=C1C=CNC1=C(C=C2C2CC2)C)C2=CC=C(C(=O)NC1CNCC1)C=C2 4-((2R,4s,6S)-2-cyano-7-((5-cyclopropyl-7-methyl-1H-indol-4-yl)methyl)-7-azaspiro[3.5]nonan-6-yl)-N-(pyrrolidin-3-yl)benzamide